but-3-en-1-yl (2R,3S,5R)-2-(hydroxymethyl)-3-(N-(4-methoxybenzyl)methylsulfonamido)-5-methylpyrrolidine-1-carboxylate OC[C@@H]1N([C@@H](C[C@@H]1N(S(=O)(=O)C)CC1=CC=C(C=C1)OC)C)C(=O)OCCC=C